17,20-Dihydroxyheptacosanoic acid OC(CCCCCCCCCCCCCCCC(=O)O)CCC(CCCCCCC)O